O=S1(CC(CCC1)NC=1N=CC2=C(N1)C(=NC(=C2)C#N)NC(C)C)=O 2-((1,1-dioxidotetrahydro-2H-thiopyran-3-yl)amino)-8-(isopropylamino)pyrido[3,4-d]pyrimidine-6-carbonitrile